BrC=1C(=C(C=CC1)O)C(F)F 3-bromo-2-(difluoromethyl)phenol